4-(4-bromophenyl)thiomorpholine BrC1=CC=C(C=C1)N1CCSCC1